1-(tert-butyl) 3-methyl 4-benzyl-5-methylpiperazine-1,3-dicarboxylate C(C1=CC=CC=C1)N1C(CN(CC1C)C(=O)OC(C)(C)C)C(=O)OC